methyl 2-(1-cyclopropyl-5-(2-((2-((2-nitrophenyl) amino) ethyl) (2,2,2-trifluoroethyl) amino) ethoxy)-1H-pyrazol-4-yl)-6-methylisonicotinate C1(CC1)N1N=CC(=C1OCCN(CC(F)(F)F)CCNC1=C(C=CC=C1)[N+](=O)[O-])C=1C=C(C(=O)OC)C=C(N1)C